5-[4-(2,5-dichloro-benzoyl)-piperazin-1-yl]-4-methyl-benzofuran-2-carboxylic acid ClC1=C(C(=O)N2CCN(CC2)C=2C=CC3=C(C=C(O3)C(=O)O)C2C)C=C(C=C1)Cl